3-(3-((7-(5-methyl-1,2,4-oxadiazol-3-yl)isoquinolin-1-yl)amino)propionylamino)-1H-pyrazole-5-carboxylic acid ethyl ester C(C)OC(=O)C1=CC(=NN1)NC(CCNC1=NC=CC2=CC=C(C=C12)C1=NOC(=N1)C)=O